(S)-4-(7-cyclopentyl-5-iodo-7H-pyrrolo[2,3-d]pyrimidin-4-yl)-3-methylpiperazine-1-carboxylic acid tert-butyl ester C(C)(C)(C)OC(=O)N1C[C@@H](N(CC1)C=1C2=C(N=CN1)N(C=C2I)C2CCCC2)C